1-(6-bromo-2-oxo-1,2-dihydroquinoline-4-carbonyl)-4-(3,4-dichlorophenyl)-N-(oxetane-2-ylmethyl)piperazine-2-carboxamide BrC=1C=C2C(=CC(NC2=CC1)=O)C(=O)N1C(CN(CC1)C1=CC(=C(C=C1)Cl)Cl)C(=O)NCC1OCC1